2-(3-(4-methoxyphenyl)-6-oxopyridazin-1(6H)-yl)-N-(3-methylpyridin-2-yl)acetamide COC1=CC=C(C=C1)C1=NN(C(C=C1)=O)CC(=O)NC1=NC=CC=C1C